COC(=O)[C@H]1N=CN([C@@]1(C1=CC=CC=C1)C)P(=O)(C1=CC=CC=C1)C1=CC=CC=C1.BrC=1C=C(C=C(C1)C1=NCCN1)NC(=O)NC1=CC(=CC=C1)F N-[3-bromo-5-(4,5-dihydro-3H-imidazol-2-yl)phenyl]-1-[(3-fluorophenyl)amino]methanamide methyl-(4S,5R)-1-diphenylphosphoryl-5-methyl-5-phenyl-4H-imidazole-4-carboxylate